COC(=O)C1OCC2OC(OC21)(C)C 2,2-dimethyltetrahydrofurano[3,4-d][1,3]dioxole-4-carboxylic acid methyl ester